NC([C@H](CCC(=O)OC(C)(C)C)N1C(C2=CC=C(C(=C2C1)O)Br)=O)=O tert-butyl (S)-5-amino-4-(5-bromo-4-hydroxy-1-oxoisoindolin-2-yl)-5-oxopentanoate